4-[1-(2,3-dimethylphenyl)ethyl]-1H-imidazole, monohydrochloride Cl.CC1=C(C=CC=C1C)C(C)C=1N=CNC1